C12C(C3CC(CC(C1)C3)C2)NC(CN2C(C(=CC=C2)NC([C@H](CCC(C(=O)NC)=O)NC(=O)C2=C(N=C(S2)C(F)(F)F)C)=O)=O)=O (S)-N1-(1-(2-(2-Adamantylamino)-2-oxoethyl)-2-oxo-1,2-dihydropyridin-3-yl)-N6-methyl-2-(4-methyl-2-(trifluoromethyl)thiazole-5-carboxamido)-5-oxohexandiamid